1-Isopropyl-3,3,5,7-tetramethyl-5-phenyloctahydrobenzo[c]isoxazol C(C)(C)N1OC(C2C1C(CC(C2)(C2=CC=CC=C2)C)C)(C)C